ClC=1C=C(C=CC1F)NC1=NC=NC2=CC(=C(C=C12)NC(C=CCN1CCNCC1)=O)OC 4-Piperazin-1-yl-but-2-enoic acid [4-(3-chloro-4-fluoro-phenylamino)-7-methoxy-quinazolin-6-yl]amide